(S)-(6,6-difluoro-4-methyl-1,4-diazepan-1-yl)(1-(4-fluorophenyl)-3,4-dihydroisoquinolin-2(1H)-yl)methanone hydrochloride Cl.FC1(CN(CCN(C1)C(=O)N1[C@H](C2=CC=CC=C2CC1)C1=CC=C(C=C1)F)C)F